2-([1,1'-biphenyl]-4-carboxamido)-5-oxo-5H-thieno[3,2-b]pyran-6-carboxylate C1(=CC=C(C=C1)C(=O)NC1=CC=2OC(C(=CC2S1)C(=O)[O-])=O)C1=CC=CC=C1